CN1NC(C2=CC=C(C=C2C1)[N+](=O)[O-])=O 3-methyl-6-nitro-3,4-dihydrophthalazin-1(2H)-one